(R)-N-(4-(chlorodifluoromethoxy)phenyl)-4-methyl-6-(6-methyl-5-oxo-6,7-dihydro-5H-pyrrolo[3,4-b]pyridin-3-yl)-3,4-dihydro-2H-benzo[4,5]imidazo[2,1-b][1,3]thiazine-8-carboxamide ClC(OC1=CC=C(C=C1)NC(=O)C=1C=C(C2=C(N=C3SCC[C@H](N32)C)C1)C=1C=C3C(=NC1)CN(C3=O)C)(F)F